C1(=CC=CC=C1)OP(=O)(O)O.C1(=CC=CC=C1)OC.C1(=CC=CC=C1)OC di(anisole) phenyl-phosphate